2,2'-azobis[2-(2-imidazoline-2-yl)propane] dihydrochloride Cl.Cl.N(=NC(C)(C)C=1NCCN1)C(C)(C)C=1NCCN1